C(C)OC=CC1=C2NC(C(NC2=CC(=C1)CO)=O)C 5-(2-ethoxyvinyl)-7-(hydroxymethyl)-3-methyl-3,4-dihydroquinoxalin-2(1H)-one